6-(6-amino-5-(trifluoromethyl)pyridin-3-yl)-4-((1-phenylethyl)amino)quinoline-3-carbonitrile NC1=C(C=C(C=N1)C=1C=C2C(=C(C=NC2=CC1)C#N)NC(C)C1=CC=CC=C1)C(F)(F)F